7-(4-benzylpiperazine-1-carbonyl)thieno[2,3-g]quinoxaline-5,9-dione C(C1=CC=CC=C1)N1CCN(CC1)C(=O)C1=CC2=C(C(C=3N=CC=NC3C2=O)=O)S1